(R)-2-fluoro-N-(8-methylisoquinolin-1-yl)-N-(piperidin-3-yl)-4-((4-((pyridin-4-ylmethyl)amino)pyrimidin-2-yl)amino)benzamide FC1=C(C(=O)N([C@H]2CNCCC2)C2=NC=CC3=CC=CC(=C23)C)C=CC(=C1)NC1=NC=CC(=N1)NCC1=CC=NC=C1